6-bromo-2-chlorobenzo[d]thiazole BrC1=CC2=C(N=C(S2)Cl)C=C1